(2S)-2-amino-5-[(2,2,10,10-tetramethyl-4,8-dioxo-5,7-diaza-3,9-dioxaundecan-6-ylidene)amino]pentanoic acid N[C@H](C(=O)O)CCCN=C(NC(OC(C)(C)C)=O)NC(OC(C)(C)C)=O